C(C)(C)(C)OC(=O)N[C@@H]([C@H](OCCC)C)C(=O)O N-(tert-Butoxycarbonyl)-O-propyl-L-threonine